[4-(4-fluorobenzyl)-2-morpholinyl]Methyl-benzamide citrate C(CC(O)(C(=O)O)CC(=O)O)(=O)O.FC1=CC=C(CN2CC(OCC2)CC2=C(C(=O)N)C=CC=C2)C=C1